1-(2-Aminochinolin-4-yl)-N-(5-cyano-6-(2H-1,2,3-triazol-2-yl)pyridin-3-yl)-5-(trifluoromethyl)-1H-pyrazol-4-carboxamid NC1=NC2=CC=CC=C2C(=C1)N1N=CC(=C1C(F)(F)F)C(=O)NC=1C=NC(=C(C1)C#N)N1N=CC=N1